ClC=1C(=NC=CC1C1=C(N=C(C=2N1N=CC2)N2CCC1(CC2)[C@@H](C2=C(N=C(S2)OC)C1)NC(OC(C)(C)C)=O)C)C tert-butyl N-[(6S)-1'-[7-(3-chloro-2-methyl-4-pyridyl)-6-methyl-pyrazolo[1,5-a]pyrazin-4-yl]-2-methoxy-spiro[4,6-dihydrocyclopenta[d]thiazole-5,4'-piperidine]-6-yl]carbamate